OB1OCC2=C1C(=C(C=C2)C(=O)N[C@@H](C(C)C)C(=O)OCCC2=NC=CC=C2)C 2-(Pyridin-2-yl)ethyl (1-hydroxy-7-methyl-1,3-dihydrobenzo[c][1,2]oxaborole-6-carbonyl)-L-valinate